ClC=1C(=NC(=NC1)NC=1C=NN(C1)C)NC1=C(C(=O)NC2=CC=CC=C2)C=CC(=C1)NC(C=C)=O 2-({5-chloro-2-[(1-methyl-1H-pyrazol-4-yl)amino]pyrimidin-4-yl}amino)-N-phenyl-4-(prop-2-enamido)benzamide